C(C=C)(=O)[Ti].[Al] aluminum alloyl-titanium